NC1=NC=C(C2=C1C(=NN2[C@@H]2CN(CC2)C(C=C)=O)C#CC2=CC1=C(N(C=N1)C1CC1)C=C2)C(=O)C2CC2 (S)-1-(3-(4-amino-7-(cyclopropanecarbonyl)-3-((1-cyclopropyl-1H-benzo[d]imidazol-5-yl)ethynyl)-1H-pyrazolo[4,3-c]pyridin-1-yl)pyrrolidin-1-yl)prop-2-en-1-one